C(C)(C)C1=C(C=CC=C1)N1C(SCC1=O)=NC(=O)NC1=CC=C(C=C1)C=1N=C(N(N1)C1=CC=C(C=C1)OC(F)(F)F)NC(=O)C1CC1 N-[5-[4-[[3-(2-isopropylphenyl)-4-oxo-thiazolidin-2-ylidene]carbamoylamino]phenyl]-2-[4-(trifluoromethoxy)phenyl]-1,2,4-triazol-3-yl]cyclopropanecarboxamide